C(C)(C)(C)OC(=O)N1CC2=C(CC1)C=CS2 4,7-dihydrothieno[2,3-c]pyridine-6(5H)-carboxylic acid tert-butyl ester